(R)-1-Phenyl-1-butanol C1(=CC=CC=C1)[C@@H](CCC)O